1-(2-(difluoromethyl)-5-fluoroindol-1-yl)ethan-1-one FC(C=1N(C2=CC=C(C=C2C1)F)C(C)=O)F